6-(tert-butyl)-2,2,4-triphenyl-1,2-dihydroquinazoline C(C)(C)(C)C=1C=C2C(=NC(NC2=CC1)(C1=CC=CC=C1)C1=CC=CC=C1)C1=CC=CC=C1